4-(((trans)-4-(4-(4H-1,2,4-triazol-3-yl)phenyl)cyclohexyl)oxy)-1H-1,2,3-triazole-5-carboxylic acid N=1N=C(NC1)C1=CC=C(C=C1)[C@@H]1CC[C@H](CC1)OC=1N=NNC1C(=O)O